FC1(CC12CN[C@@H](C2)C(=O)O)F (6S)-1,1-difluoro-5-azaspiro[2.4]heptane-6-carboxylic acid